3,4,5-trifluorotribromomethyl-benzene FC=1C=C(C=C(C1F)F)C(Br)(Br)Br